C(#N)C1=CC=C(C=C1)C#CC1=C(C=CC=C1)OC=C 1-(p-cyanophenylethynyl)-2-(vinyloxy)benzene